C(C1=CC=CC=C1)N1C(CNC12CCN(CC2)C)=O 1-benzyl-8-methyl-1,4,8-triazaspiro[4.5]-decan-2-one